C(C1CO1)OCCC[SiH2]C(OCC)OCC 3-glycidyloxypropyl-(diethoxy)methylsilane